ClC1=C(C=C2C=C(N=CC2=C1)NC(=O)[C@@H]1CC12CC(C2)OCC)N2CCN(CC2)[C@@]2(COC[C@@H]2F)C (1R,2R)-N-[7-chloro-6-[4-((3R,4R)-4-fluoro-3-methyl-tetrahydrofuran-3-yl)piperazin-1-yl]-3-isoquinolinyl]-5-ethoxy-spiro[2.3]hexane-2-carboxamide